FC1=C(COC2=CC=3N(C=C2)N=C(C3C(=O)OCC)C)C=CC=C1 ethyl 5-((2-fluorobenzyl)oxy)-2-methylpyrazolo[1,5-a]pyridine-3-carboxylate